5-cyclopropyl-2-fluorobenzoyl chloride C1(CC1)C=1C=CC(=C(C(=O)Cl)C1)F